CC1=C(C=C(C=N1)NC(=O)C1CN(C1)C(=O)OC(C)(C)C)NC(=O)C=1C=NN2C1SC(=C2)C=2C=NN(C2)C tert-butyl 3-((6-methyl-5-(2-(1-methyl-1H-pyrazol-4-yl)pyrazolo[5,1-b]thiazole-7-carboxamido)pyridin-3-yl)carbamoyl)azetidine-1-carboxylate